ClC=1C(=NC(=NC1)NC1CCOCC1)C1=CC=C2CN(C(C2=C1)=O)CC(=O)N1CC2=CC=CC=C2C[C@H]1CCO 6-{5-chloro-2-[(oxacyclohex-4-yl)amino]pyrimidin-4-yl}-2-{2-[(3S)-3-(2-hydroxyethyl)-1,2,3,4-tetrahydroisoquinolin-2-yl]-2-oxoethyl}-2,3-dihydro-1H-isoindol-1-one